Heptose C(C(C(C(C(C(C=O)O)O)O)O)O)O